2-amino-4-bromopyridin-3-ol hydrobromide Br.NC1=NC=CC(=C1O)Br